CC1(CC(=NC=C1N1N=CC=N1)N)N 4-methyl-5-(2H-1,2,3-triazol-2-yl)pyridine-2,4-diamine